[N+](=O)([O-])C=1C=CC(=NC1)N1CCC(CC1)CCCC1CCNCC1 5-nitro-2-(4-(3-(piperidin-4-yl)propyl)piperidin-1-yl)pyridine